2-((S)-1-acryloyl-4-(2-(((S)-1-(methyl-d3)pyrrolidin-2-yl)methoxy)-7-(5-(methyl-14C)isoquinolin-4-yl)-5,6,7,8-tetrahydropyrido[3,4-d]pyrimidin-4-yl)piperazin-2-yl)acetonitrile C(C=C)(=O)N1[C@H](CN(CC1)C=1C2=C(N=C(N1)OC[C@H]1N(CCC1)C([2H])([2H])[2H])CN(CC2)C2=CN=CC1=CC=CC(=C21)[14CH3])CC#N